Cl.ClC1=CC=C(C2=C1N(C(=N2)N)C)C=2C=NN(C2)C 7-chloro-1-methyl-4-(1-methylpyrazol-4-yl)benzimidazol-2-amine hydrochloride